ClC=1C=CC=C2C(C=C(OC12)C1=C(C=C(C=C1)C(F)(F)F)OCCCNC1CCS(CC1)(=O)=O)=O 8-chloro-2-[2-[3-[(1,1-dioxothian-4-yl)amino]propoxy]-4-(trifluoromethyl)phenyl]chromen-4-one